1,3-bis(dicyanomethylene)indan C(#N)C(=C1CC(C2=CC=CC=C12)=C(C#N)C#N)C#N